S(=O)(=O)(C1=CC=C(C)C=C1)N1C=C(C=C1)C(=O)[O-] N-tosylpyrrole-3-carboxylate